2-(2,6-bis(benzyloxy)pyridin-3-yl)-5-(4-fluoro-1-methylisoindoline-2-carbonyl)isoindolin-1-one C(C1=CC=CC=C1)OC1=NC(=CC=C1N1C(C2=CC=C(C=C2C1)C(=O)N1C(C2=CC=CC(=C2C1)F)C)=O)OCC1=CC=CC=C1